2-(((S)-8-((3S,5R)-3,5-dimethylpiperazin-1-yl)-11-(4-fluorophenyl)-6-oxo-10-(trifluoromethyl)-3,4-dihydro-2H,6H-[1,4]thiazepino[2,3,4-ij]quinazolin-3-yl)oxy)acetamide C[C@H]1CN(C[C@H](N1)C)C1=NC(N2C3=C(C(=C(C=C13)C(F)(F)F)C1=CC=C(C=C1)F)SC[C@H](C2)OCC(=O)N)=O